BrC=1C=C2C(=C(C(N(C2=CC1O[C@H]1COCC1)C)=O)C#N)N1CCC(CC1)C=1OC2=C(N1)C=C(C=C2)C (-)-6-bromo-1-methyl-4-[4-(5-methyl-1,3-benzoxazol-2-yl)piperidin-1-yl]-2-oxo-7-{[(3R)-oxolan-3-yl]oxy}-1,2-dihydroquinoline-3-carbonitrile